tert-butyl 4-[3-(2,6-dibenzyloxy-3-pyridyl)-5-fluoro-1-methyl-indazol-6-yl]piperazine-1-carboxylate C(C1=CC=CC=C1)OC1=NC(=CC=C1C1=NN(C2=CC(=C(C=C12)F)N1CCN(CC1)C(=O)OC(C)(C)C)C)OCC1=CC=CC=C1